COC(=O)C=1CCOCC1 3,6-Dihydro-2H-pyran-4-carboxylic acid methyl ester